F[C@@H]1C(C2=C(N(N=C2C(F)(F)F)CC2=CC=C(C=C2)OC)[C@H]1F)=O trans-5,6-difluoro-1-[(4-methoxyphenyl)methyl]-3-(trifluoromethyl)-5,6-dihydrocyclopenta[c]pyrazol-4-one